4-(5-bromobenzimidazol-1-yl)-2,6-dimethoxy-benzoic acid methyl ester COC(C1=C(C=C(C=C1OC)N1C=NC2=C1C=CC(=C2)Br)OC)=O